OCCN(C(CCCC(=O)N(CCO)CCO)=O)CCO N1,N1,N5,N5-tetrakis(2-hydroxyethyl)-pentanediamide